6-(3-(Dimethylamino)prop-1-yn-1-yl)-4-(4-fluoro-3-(4-(5-(trifluoromethyl)pyrimidin-2-yl)piperazine-1-carbonyl)benzyl)phthalazin-1(2H)-one CN(CC#CC=1C=C2C(=NNC(C2=CC1)=O)CC1=CC(=C(C=C1)F)C(=O)N1CCN(CC1)C1=NC=C(C=N1)C(F)(F)F)C